N-(2-methoxyethyl)thiazole-2-carboxamide tert-butyl-4-(4-(tosyloxy)butyl)-6-azaspiro[2.5]octane-6-carboxylate C(C)(C)(C)OC(=O)N1CC(C2(CC2)CC1)CCCCOS(=O)(=O)C1=CC=C(C)C=C1.COCCNC(=O)C=1SC=CN1